CC=1C=CC=C2C(NC(=NC12)CSC1CCN(CC1)CC1=CC=C2CC(NC2=C1)=O)=O 8-Methyl-2-(((1-((2-oxoindolin-6-yl)methyl)piperidin-4-yl)thio)methyl)quinazolin-4(3H)-one